OCCOCCOCCOC1CCN(CC1)C/C=C/C(=O)OC (E)-methyl 4-(4-(2-(2-(2-hydroxyethoxy)ethoxy)ethoxy) piperidin-1-yl)but-2-enoate